6-bromo-8-chloro-2-[2-(3-chloro-2-pyridyl)-5-methoxy-pyrazol-3-yl]-3,1-benzoxazin-4-one BrC=1C=C(C2=C(C(OC(=N2)C=2N(N=C(C2)OC)C2=NC=CC=C2Cl)=O)C1)Cl